N-isobutyl-1,3-propanediamine C(C(C)C)NCCCN